1-(4-fluorophenyl)-3-methyl-1H-pyrazole-4-carboxylic acid FC1=CC=C(C=C1)N1N=C(C(=C1)C(=O)O)C